2-(4-(4-Chloro-5-iodo-7H-pyrrolo[2,3-d]pyrimidin-7-yl)cyclohexyl)-4-methylmorpholin-3-one ClC=1C2=C(N=CN1)N(C=C2I)C2CCC(CC2)C2C(N(CCO2)C)=O